6-tetrahydropyrimidinecarboxylic acid N1CNCC=C1C(=O)O